2-(6-Chloro-benzothiazol-2-ylamino)-1-methyl-1H-benzoimidazole-5-carboxylic acid ((R)-piperidin-3-ylcarbamoylmethyl)-amide hydrochloride Cl.N1C[C@@H](CCC1)NC(=O)CNC(=O)C1=CC2=C(N(C(=N2)NC=2SC3=C(N2)C=CC(=C3)Cl)C)C=C1